(S)-tert-butyl 3-(4-amino-3-((2-methyl-1H-benzo[d]imidazol-5-yl)ethynyl)-1H-pyrazolo[3,4-d]pyrimidin-1-yl)pyrrolidine-1-carboxylate NC1=C2C(=NC=N1)N(N=C2C#CC2=CC1=C(NC(=N1)C)C=C2)[C@@H]2CN(CC2)C(=O)OC(C)(C)C